C(C(C)(C)C)(=O)OC(CCCCCCCCCCCCCCCCCCC)=O eicosanoyl pivalate